(R)-N-(3,3-difluoro-1-(3-methyloxetan-3-yl)piperidin-4-yl)-6-fluoro-4-methoxy-5-(quinoxalin-6-yl)pyrrolo[2,1-f][1,2,4]triazin-2-amine FC1(CN(CC[C@H]1NC1=NN2C(C(=N1)OC)=C(C(=C2)F)C=2C=C1N=CC=NC1=CC2)C2(COC2)C)F